C(=C)[Si](C)(C)C(F)(F)F vinyl-(trifluoromethyl)dimethylsilane